2,2-difluoro-4-(3-fluoro-5,6-dimethoxybenzo[b]selenophen-2-yl)-4-oxobutanoic acid FC(C(=O)O)(CC(=O)C1=C(C2=C([Se]1)C=C(C(=C2)OC)OC)F)F